2-fluoro-4-(5-(4-methyl-3,4-dihydro-2H-benzo[b][1,4]oxazin-7-yl)-1-(piperidin-4-ylmethyl)-1H-pyrrolo[2,3-c]pyridin-4-yl)benzonitrile FC1=C(C#N)C=CC(=C1)C1=C2C(=CN=C1C=1C=CC3=C(OCCN3C)C1)N(C=C2)CC2CCNCC2